O=C1NC(CCC1NC1=CC=C(C=C1)C1CCN(CC1)C1CCN(CC1)C(CCC(=O)O)=O)=O 4-[4-[4-[4-[(2,6-dioxo-3-piperidyl)amino]phenyl]-1-piperidyl]-1-piperidyl]-4-oxo-butanoic acid